2-methylene-4-phenyl-1,3-dioxacycloheptane C=C1OCCCC(O1)C1=CC=CC=C1